N'-acetyl-4-amino-N-((3-bromobenzo[b]thiophen-2-yl)methyl)-N',1-dimethyl-1H-pyrazolo[4,3-c]quinoline-8-carbohydrazide C(C)(=O)N(N(C(=O)C1=CC=2C3=C(C(=NC2C=C1)N)C=NN3C)CC3=C(C1=C(S3)C=CC=C1)Br)C